1-(4-(1-ethoxyvinyl)-3-fluoropyridin-2-yl)cyclopropane-1-carbonitrile C(C)OC(=C)C1=C(C(=NC=C1)C1(CC1)C#N)F